N-[2-hydroxy-5-(trifluoromethyl)pyridin-3-yl]-2-methyl-5-[(pyridin-2-yl)methoxy]pyrazolo[1,5-a]pyridine-3-carboxamide OC1=NC=C(C=C1NC(=O)C=1C(=NN2C1C=C(C=C2)OCC2=NC=CC=C2)C)C(F)(F)F